C1(CC(C(CC1)C(C)C)C(C(=O)O)=C)C menthylacrylic acid